(S)-N-(benzo[d]thiazol-5-ylmethyl)-1-(pyridin-2-yl)ethan-1-amine S1C=NC2=C1C=CC(=C2)CN[C@@H](C)C2=NC=CC=C2